CS(=O)(=O)O.ClC=1N(N=C2C=CC(=C(C12)Cl)C1=CNC2=NC(=CN=C21)N2C1CC(CC2CC1)N)C endo-8-[7-(3,4-dichloro-2-methyl-2H-indazol-5-yl)-5H-pyrrolo[2,3-b]pyrazin-3-yl]-8-azabicyclo[3.2.1]octan-3-amine, methanesulfonic acid salt